titanium bis(2,4-dimethylphenoxy) phosphate P(=O)(OOC1=C(C=C(C=C1)C)C)(OOC1=C(C=C(C=C1)C)C)[O-].[Ti+4].CC1=C(OOP(=O)(OOC2=C(C=C(C=C2)C)C)[O-])C=CC(=C1)C.CC1=C(OOP(=O)(OOC2=C(C=C(C=C2)C)C)[O-])C=CC(=C1)C.CC1=C(OOP(=O)(OOC2=C(C=C(C=C2)C)C)[O-])C=CC(=C1)C